linoleic acid, myristyl ester C(CCCCCCC\C=C/C\C=C/CCCCC)(=O)OCCCCCCCCCCCCCC